C12C(C)(O1)O2 epoxypropylene ether